C(C1=CC=CC=C1)N1C(C2=C3C(C=CC3=C3C(C=C2)=CC=NN3)=N1)=O 4-benzyl-4,11-dihydro-5H-3,4,10,11-tetraazadibenzo[cd,h]azulen-5-one